C(C)(C)(C)C=1C=C(C=C(C1O)C(C)(C)C)CCC(=O)NNC(CCC(CCC1=CC(=C(C(=C1)C(C)(C)C)O)C(C)(C)C)=O)=O 2',3-bis[[3-[3,5-di-tert-butyl-4-Hydroxyphenyl]propionyl]]propionohydrazid